11-(2-(diethylamino)ethyl)-5,17-bis(4-(octyloxy)-4-oxobutyl)-7,15-dioxo-6,8,14,16-tetraoxa-11-azahenicosandioate C(C)N(CCN(CCOC(OC(CCCC(=O)[O-])CCCC(=O)OCCCCCCCC)=O)CCOC(OC(CCCC(=O)[O-])CCCC(OCCCCCCCC)=O)=O)CC